BrC=1C=NC(=NC1)NC=1C=NN(C1)C 5-Bromo-N-(1-methyl-1H-pyrazol-4-yl)pyrimidin-2-amine